FC1C(CNC1)C1=CNC2=CC=CC=C12 3-(4-fluoropyrrolidin-3-yl)-1H-indole